C1(CC1)[C@@H]([C@@H](CC=C)C)O (1R,2R)-1-CYCLOPROPYL-2-METHYL-4-PENTEN-1-OL